N3-[5-[(3,5-difluorophenyl)methyl]-1H-indazol-3-yl]-N1-[8-[4-[4-[(2,6-dioxo-3-piperidyl)amino]phenyl]piperazin-1-yl]-8-oxo-octyl]-4-(tetrahydropyran-4-ylamino)benzene-1,3-dicarboxamide FC=1C=C(C=C(C1)F)CC=1C=C2C(=NNC2=CC1)NC(=O)C=1C=C(C=CC1NC1CCOCC1)C(=O)NCCCCCCCC(=O)N1CCN(CC1)C1=CC=C(C=C1)NC1C(NC(CC1)=O)=O